Br.N=1SN=C2C1C=CC=C2CN2C(OC=C2)=N 3-[(2,1,3-benzothiadiazol-4-yl)methyl]-2,3-dihydro-1,3-oxazol-2-imine hydrobromide